2-(3-(6-(((1s,4s)-bicyclo[2.2.1]heptan-1-yl)amino)pyridin-3-yl)-6-oxopyridazin-1(6H)-yl)-N-ethylacetamide C12(CCC(CC1)C2)NC2=CC=C(C=N2)C2=NN(C(C=C2)=O)CC(=O)NCC